trans-1,1'-(1,4-cyclohexanediyl)bis(1-ethylpyrrolidinium) [C@H]1(CC[C@H](CC1)[N+]1(CCCC1)CC)[N+]1(CCCC1)CC